(3-(p-hydroxyphenyl)-propionamido)-benzoic acid OC1=CC=C(C=C1)CCC(=O)NC1=C(C(=O)O)C=CC=C1